4-cyano-2,6-difluoro-N-(2-hydroxyethyl)benzenesulfonamide holmium-aluminum [Al].[Ho].C(#N)C1=CC(=C(C(=C1)F)S(=O)(=O)NCCO)F